C(C)(C)(C)OC(=O)N1CCN(CC1)C1CCC(CC1)C1=NC(=C2C(=NC=NN21)N)C2=CC=C(C=C2)OC2=CC=CC=C2.C(CCCCCCCCCCCCCCCCCCCCC)[N+](C)(C)C docosyl-trimethyl-ammonium tert-butyl-4-((1r,4r)-4-(4-amino-5-(4-phenoxyphenyl)imidazo[5,1-f][1,2,4]triazin-7-yl)cyclohexyl)piperazine-1-carboxylate